ClC1=C(C=CC=C1)C(=O)OC(CO)CO 2-(2-chlorophenyl)formyloxy-1,3-propanediol